C(C)(C)(C)OC(=O)N1C(C(C(C1)(F)F)N)CC1=CC(=CC=C1)Cl tert-Butyl-3-amino-2-(3-chloro-benzyl)-4,4-difluoropyrrolidine-1-carboxylate